2,5-di-methyl-1,4-dioxane CC1OCC(OC1)C